(R)-4'-chloro-10'-(piperidin-3-yl)-5'H-spiro[cyclohexane-1,7'-indolo[1,2-a]quinazolin]-5'-one ClC=1C=2C(N=C3N(C2C=CC1)C1=CC(=CC=C1C31CCCCC1)[C@@H]1CNCCC1)=O